C(C)(C)(C)OC(NCC=1C=C(C2=C(CCO2)C1C(CC#N)O)C1=CC=C(C=C1)OC(F)(F)F)=O ((4-(2-cyano-1-hydroxyethyl)-7-(4-(trifluoromethoxy)phenyl)-2,3-dihydrobenzofuran-5-yl)methyl)carbamic acid tert-butyl ester